1-[bis(dimethylamino)methylene]-1H-benzotriazolium 3-oxide tetrafluoroborate [B-](F)(F)(F)F.CN(C)C(=[N+](C)C)N1C2=CC=CC=C2[N+](=N1)[O-]